4-(2-carbamoyl-1H-indol-4-yl)benzoic acid C(N)(=O)C=1NC2=CC=CC(=C2C1)C1=CC=C(C(=O)O)C=C1